3-[2-(2-{[1-(2,2-difluoroethyl)-1H-pyrazol-4-yl]sulfonyl}-2H,4H,5H,6H-pyrrolo[3,4-c]pyrazol-5-yl)-2-oxoethyl]-2,3-dihydro-1H-indol-2-one FC(CN1N=CC(=C1)S(=O)(=O)N1N=C2C(=C1)CN(C2)C(CC2C(NC1=CC=CC=C21)=O)=O)F